COC1=CC=C(C=C1)COC(C)(C)C1=NC(=CC(=C1)B1OC(C(O1)(C)C)(C)C)C 2-[1-[(4-Methoxyphenyl)methoxy]-1-methyl-ethyl]-6-methyl-4-(4,4,5,5-tetramethyl-1,3,2-dioxaborolan-2-yl)pyridine